C(C)(C)(C)OC(=O)N1C[C@@H](N(CC1)CC1=NC2=CC=CC=C2C(N1C1=C(C=C(C(=C1)C(F)(F)F)F)OC(C)C)=O)C (S)-4-((3-(4-fluoro-2-isopropoxy-5-(trifluoromethyl)phenyl)-4-oxo-3,4-dihydroquinazolin-2-yl)methyl)-3-methylpiperazine-1-carboxylic acid tert-butyl ester